FC=1N=C(SC1CN1[C@H](C[C@H](C1)OC=1C=CC=2N(C1)N=CC2)C)NC(C)=O N-(4-fluoro-5-(((2S,4R)-2-methyl-4-(pyrazolo[1,5-a]pyridin-6-yloxy)pyrrolidin-1-yl)methyl)thiazol-2-yl)acetamide